[N-](S(=O)(=O)C(F)(F)C(F)(F)F)S(=O)(=O)C(F)(F)C(F)(F)F.C(CCC)N1C=[N+](C=C1)C 1-butyl-3-methylimidazolium bis(perfluoroethylsulfonyl)imide